BrC1=C(C=C(C(=O)N2CC=3N(C[C@@H]2C)C(N(C3C(=O)NCC3=C(C=CC=C3)C3=NC=CC=N3)C3=CC=C(C=C3)OC3CC3)=O)C=C1)C#N |r| rac-(6S)-7-(4-bromo-3-cyano-benzoyl)-2-[4-(cyclopropoxy)phenyl]-6-methyl-3-oxo-N-[(2-pyrimidin-2-ylphenyl)methyl]-6,8-dihydro-5H-imidazo[1,5-a]pyrazine-1-carboxamide